Cl[Si](C1CCCC1)(Cl)Cl trichloro(cyclopentyl)silane